C(C1=CC=CC=C1)OCCCOCCOCCOCCOCCOCCOCCOCCOCCO 2-[2-[2-[2-[2-[2-[2-[2-(3-benzyloxypropoxy)ethoxy]ethoxy]ethoxy]ethoxy]ethoxy]ethoxy]ethoxy]ethanol